C1(=CC=CC=C1)/C=C/C=O (2E)-3-phenylpropan-2-enal